4,7-dicyano-2-pentafluoroethyl-benzimidazole lithium salt [Li].C(#N)C1=CC=C(C=2N=C(NC21)C(C(F)(F)F)(F)F)C#N